C(C)B1OB(OB(O1)CC)CC 2,4,6-triethyl-boroxine